(2-fluorophenyl)-2-(3-fluorophenyl)ethane FC1=C(C=CC=C1)CCC1=CC(=CC=C1)F